3-(3,9-Diazaspiro[5.5]undecan-3-yl)piperidine-2,6-dione TFA salt OC(=O)C(F)(F)F.C1CN(CCC12CCNCC2)C2C(NC(CC2)=O)=O